COC(C1=CC(=CC(=C1)C=1SC(=CN1)C)O[C@@H]1C[C@H](C1)N(C)C)=O 3-{[trans-3-(dimethylamino)cyclobutyl]oxy}-5-(5-methyl-1,3-thiazol-2-yl)benzoic acid methyl ester